3-[(1S)-1-aminoethyl]-8-chloro-2-phenylisoquinoline-1-one N[C@@H](C)C=1N(C(C2=C(C=CC=C2C1)Cl)=O)C1=CC=CC=C1